Rac-N-(6-amino-5-methyl-3-pyridyl)-2-[(2R,5S)-5-methyl-2-(4-methylsulfonylphenyl)-1-piperidyl]-2-oxo-acetamide NC1=C(C=C(C=N1)NC(C(=O)N1[C@H](CC[C@@H](C1)C)C1=CC=C(C=C1)S(=O)(=O)C)=O)C |r|